N1N=NC=C1C(=O)[O-] 1,2,3-triazole-5-carboxylate